ClC1=CC=C(C=C1)C(C(F)(F)F)N(S(=O)(=O)C1=CC=2N(C=N1)C=NN2)C N-(1-(4-chlorophenyl)-2,2,2-trifluoroethyl)-N-methyl-[1,2,4]triazolo[4,3-c]pyrimidine-7-sulfonamide